NC1=C2CC3=CC=CC4=C3C(=NS4)C2=CC=C1 7-amino-6H-anthraceno[9,1-cd]isothiazole